2,2'-thiodiethylenebis(3-aminobutenoate) S(CCC(C(=O)[O-])=C(C)N)CCC(C(=O)[O-])=C(C)N